CN(C1=CC=C2C=CC=CC2=C1)CCCCN1C(C=2C(C1=O)=CC=CC2)=O N-methyl-7-(4-phthalimido-butyl)amino-naphthalene